tert-butyl 2-[3-[1-(2,6-dioxo-3-piperidyl)-3-methyl-2-oxo-benzimidazol-5-yl]-4-fluoro-1-piperidyl]acetate O=C1NC(CCC1N1C(N(C2=C1C=CC(=C2)C2CN(CCC2F)CC(=O)OC(C)(C)C)C)=O)=O